6-(4-(4-(3-carbamoyl-5-methyl-1H-1,2,4-triazol-1-yl)benzyl)phenyl)spiro[3.3]heptane-2-carboxylic acid C(N)(=O)C1=NN(C(=N1)C)C1=CC=C(CC2=CC=C(C=C2)C2CC3(CC(C3)C(=O)O)C2)C=C1